FC(CCC(=O)N1CCC(CC1)C=1C=NC=C(C1)C(F)(F)F)(F)F 4,4,4-trifluoro-1-[4-[5-(trifluoromethyl)-3-pyridinyl]-1-piperidinyl]butan-1-one